ClC=1C=CC(=C(C1)C(C)NC1=NC=2N(C=C1)N=CC2C(=O)OCC)O ethyl 5-((1-(5-chloro-2-hydroxyphenyl)ethyl)amino)pyrazolo[1,5-a]pyrimidine-3-carboxylate